N-[5-[(6-chloro-1,7-naphthyridin-4-yl)oxy]-2-pyridyl]-1-(4-fluorophenyl)-2-oxo-pyridine-3-carboxamide ClC=1C=C2C(=CC=NC2=CN1)OC=1C=CC(=NC1)NC(=O)C=1C(N(C=CC1)C1=CC=C(C=C1)F)=O